6-(1-(8-Cyclobutyl-8-azabicyclo[3.2.1]octan-3-yl)piperidin-4-yl)-2-(3,4-dimethoxyphenyl)-1,4-dimethyl-1H-benzo[d]imidazol C1(CCC1)N1C2CC(CC1CC2)N2CCC(CC2)C=2C=C(C1=C(N(C(=N1)C1=CC(=C(C=C1)OC)OC)C)C2)C